9-azabicyclo[3.3.1]non-2,6-diene C12C=CCC(C=CC1)N2